FC1=CC=CC=2C(=N[C@@H](C(NC21)=O)NC(=O)C2=C(N=C1N2N=C(C=C1)OC)C=1C=NC(=CC1)C)C1=CC=CC=C1 N-[(3S)-9-fluoro-2-oxo-5-phenyl-1,3-dihydro-1,4-benzodiazepine-3-Yl]-6-methoxy-2-(6-methylpyridin-3-yl)imidazo[1,2-b]pyridazine-3-carboxamide